1-methylpiperidine-4-carbonyl chloride CN1CCC(CC1)C(=O)Cl